4-formylmethionine C(=O)C(C[C@H](N)C(=O)O)SC